(2-Fluoro-4-((1-(quinolin-6-ylmethyl)-1H-[1,2,3]triazolo[4,5-b]pyrazin-6-yl)amino)phenyl)dimethyl-phosphine oxide FC1=C(C=CC(=C1)NC1=CN=C2C(=N1)N(N=N2)CC=2C=C1C=CC=NC1=CC2)P(C)(C)=O